3,4-dihydroxy-2-butanone OC(C(C)=O)CO